FC=1C=C2C(=NC1)C=CN2C[C@@H]2CC[C@H](CC2)C(=O)N2OCC[C@H]2C=2C=NC=C(C#N)C2 trans-5-((S)-2-(4-((6-fluoro-1H-pyrrolo[3,2-b]pyridin-1-yl)methyl)cyclohexane-1-carbonyl)isoxazolidin-3-yl)nicotinonitrile